ClS(=O)(=O)C1=C(OC2(CC2)CCCN(C(OC(C)(C)C)=O)C2CCC(CC2)(F)F)C=C(C=C1)C tert-Butyl (3-(1-(2-(chlorosulfonyl)-5-methylphenoxy)cyclopropyl)propyl)(4,4-difluorocyclohexyl)carbamate